C1(=CC=CC=C1)B1OCC(O1)CN1C(C=CC1=O)=O 1-[(2-phenyl-1,3,2-dioxaborolane-4-yl)methyl]-1H-pyrrole-2,5-dione